IC1=CN=CN(C1=O)CCCC(=O)OC methyl 4-(5-iodo-6-oxopyrimidin-1-yl)butanoate